piperazine-1,4-dicarboxylic acid 1-tert-butyl 4-(3-methoxybenzyl) ester COC=1C=C(COC(=O)N2CCN(CC2)C(=O)OC(C)(C)C)C=CC1